methyl 8-bromo-4-(cyclopropylmethyl)-7-nitro-3,4-dihydro-2H-benzo[b][1,4]oxazine-6-carboxylate BrC1=C(C(=CC2=C1OCCN2CC2CC2)C(=O)OC)[N+](=O)[O-]